CC1=NC(=CC(=C1)C=1C=C(C=CC1)C=1N=C(SC1)NC(CNC(=O)C=1C=C(C=CC1)C(CNC(OC(C)(C)C)=O)(C)C)=O)C tert-butyl (2-(3-((2-((4-(3-(2,6-dimethylpyridin-4-yl)phenyl)thiazol-2-yl)amino)-2-oxoethyl)carbamoyl)phenyl)-2-methylpropyl)carbamate